di(tolyl)-para-phenylenediamine C1(=C(C=CC=C1)NC1=CC=C(C=C1)NC1=C(C=CC=C1)C)C